BrC1=NC=CC(=C1)[C@H]1[C@H](CCC1)O[Si](C)(C)C(C)(C)C 2-bromo-4-((1S,2S)-2-((tert-butyldimethylsilyl)oxy)cyclopentyl)pyridine